(R,E)-N-(5-(((tert-butylsulfinyl)imino)methyl)-6-chloropyridazin-3-yl)pivalamide C(C)(C)(C)[S@@](=O)\N=C\C=1C=C(N=NC1Cl)NC(C(C)(C)C)=O